4-({7-[(5-bromo-2-pyridinyl)carbonyl]-5,6,7,8-tetrahydro-9H-pyrido[4',3':4,5]pyrrolo[2,3-b]Pyridin-9-yl}methyl)-3-fluorobenzonitrile BrC=1C=CC(=NC1)C(=O)N1CC2=C(C=3C(=NC=CC3)N2CC2=C(C=C(C#N)C=C2)F)CC1